ammonium thymol salt C1=C(C)C=CC(C(C)C)=C1O.[NH4+]